(R)-2-methyl-N-(1-(2-(1-methyl-1H-pyrazol-4-yl)quinolin-4-yl)ethyl)-4-(2-oxo-2-(thiazol-4-ylamino)ethyl)benzamide CC1=C(C(=O)N[C@H](C)C2=CC(=NC3=CC=CC=C23)C=2C=NN(C2)C)C=CC(=C1)CC(NC=1N=CSC1)=O